ClC1=NC=C(C(=C1)C1=C(C=NC(=C1)C)C(=O)NC=1SC=2C=NC(=CC2N1)Cl)OC 2'-chloro-N-(6-chloro-[1,3]thiazolo[5,4-c]pyridin-2-yl)-5'-methoxy-6-methyl-[4,4'-bipyridine]-3-carboxamide